2-[(2S,5R)-2,5-Dimethylpyrrolidin-1-yl]-6-(6-isopropoxy-3-pyridyl)-N-(1H-pyrazol-5-ylsulfonyl)pyridin-3-carboxamid C[C@@H]1N([C@@H](CC1)C)C1=NC(=CC=C1C(=O)NS(=O)(=O)C1=CC=NN1)C=1C=NC(=CC1)OC(C)C